methyl (1r,2S,5S)-3-((S)-2-((tert-butoxycarbonyl) amino)-2-cyclopropyl-acetyl)-6,6-dimethyl-3-azabicyclo[3.1.0]hexane-2-carboxylate C(C)(C)(C)OC(=O)N[C@H](C(=O)N1[C@@H]([C@H]2C([C@H]2C1)(C)C)C(=O)OC)C1CC1